C1(CC1)N1CCC(CC1)C1=NC2=C(C=C(C=C2C(N1)=O)C=1C=C(C=2N(C1)C=C(N2)C)F)C 2-(1-cyclopropylpiperidin-4-yl)-6-(8-fluoro-2-methylimidazo[1,2-a]pyridin-6-yl)-8-methylquinazoline-4(3H)-one